2-(4-vinylbenzyl)-5,5'-decamethylenebis(2H-tetrazole) C(=C)C1=CC=C(CC(CC=2N=NNN2)CCCCCCCCC=2N=NNN2)C=C1